Tert-butyl 5-{[4-(1-methanesulfonylcyclopropyl)-6-[(3R)-3-methylmorpholin-4-yl]pyrimidin-2-yl]amino}-3-methyl-1H-pyrazole-1-carboxylate CS(=O)(=O)C1(CC1)C1=NC(=NC(=C1)N1[C@@H](COCC1)C)NC1=CC(=NN1C(=O)OC(C)(C)C)C